OC(C)(C)C1=NC(=NO1)C=1SC=C(N1)C(=O)N1[C@H](CCC1)C (S)-(2-(5-(2-hydroxyprop-2-yl)-1,2,4-oxadiazol-3-yl)thiazol-4-yl)(2-methylpyrrolidin-1-yl)methanone